2-amino-1-[4-[4-[[3-[4-(difluoromethoxy)phenyl]imidazo[1,2-a]pyrazin-8-yl]amino]-2-methylbenzoyl]piperazin-1-yl]butan-1-one NC(C(=O)N1CCN(CC1)C(C1=C(C=C(C=C1)NC=1C=2N(C=CN1)C(=CN2)C2=CC=C(C=C2)OC(F)F)C)=O)CC